N-(6-{[6-(5-chloro-2-fluorophenyl)-3-{methyl-[(3-methyl-2-oxooxolan-3-yl)methyl]amino}pyridazin-4-yl]amino}pyrimidin-4-yl)-3-(4-methylpiperazin-1-yl)propanamide ClC=1C=CC(=C(C1)C1=CC(=C(N=N1)N(CC1(C(OCC1)=O)C)C)NC1=CC(=NC=N1)NC(CCN1CCN(CC1)C)=O)F